FC=1C=C2C(NN=C(C2=CC1F)C1=CC2=C(NC(=N2)NC(OCC(C)C)=O)C=C1)=O Isobutyl (5-(6,7-difluoro-4-oxo-3,4-dihydrophthalazin-1-yl)-1H-benzimidazol-2-yl)carbamate